O[C@H](CNC(C1=CC=C(C=C1)C(=O)N1C2COCC1CCC2)=O)[C@H]2N(CC1=CC(=CC=C1C2)OCOC)C(=O)OC(C)(C)C tert-butyl (3S)-3-[(1R)-1-hydroxy-2-[[4-(3-oxa-9-azabicyclo[3.3.1]nonane-9-carbonyl)benzoyl]amino]ethyl]-7-(methoxymethoxy)-3,4-dihydro-1H-isoquinoline-2-carboxylate